BrC=1C=C2C(=NC1)CCC2(F)F 3-bromo-5,5-difluoro-6,7-dihydro-5H-cyclopenta[b]pyridine